CC=1C(=C(C=C(C1)C(F)(F)F)O)C=1C=CC=2C(N1)=NN(C2)C21CC(C2)(C1)C 3-methyl-2-[2-(3-methyl-1-bicyclo[1.1.1]pentanyl)pyrazolo[3,4-b]pyridin-6-yl]-5-(trifluoromethyl)phenol